1-(3-(cyanomethyl)piperazin-1-yl)-6-(3-hydroxynaphthalen-1-yl)-3-(((S)-1-methylpyrrolidin-2-yl)methoxy)-5,6,7,8-tetrahydro-2,6-naphthyridine-4-carbonitrile Hydrochloride Cl.C(#N)CC1CN(CCN1)C1=NC(=C(C=2CN(CCC12)C1=CC(=CC2=CC=CC=C12)O)C#N)OC[C@H]1N(CCC1)C